2-[(3-chloro-4-nitro-pyrazol-1-yl)methoxy]ethyl-trimethyl-silane ClC1=NN(C=C1[N+](=O)[O-])COCC[Si](C)(C)C